CNC(=O)C1=NC(=NC(=C1)NC1=NN2C(C=C(C=C2)C=2N(N=CC2OC[C@@H]2N(CC2)C)C)=C1)C N,2-dimethyl-6-[[5-[2-methyl-4-[[(2R)-1-methylazetidin-2-yl]methoxy]pyrazol-3-yl]pyrazolo[1,5-a]pyridin-2-yl]amino]pyrimidine-4-carboxamide